(R)-2-(3-(aminomethyl)pyrrolidin-1-yl)-5-(4-chloro-2-methyl-2H-indazol-5-yl)-3-methyl-3,7-dihydro-4H-pyrrolo[2,3-d]pyrimidin-4-one NC[C@@H]1CN(CC1)C=1N(C(C2=C(N1)NC=C2C2=C(C1=CN(N=C1C=C2)C)Cl)=O)C